The molecule is a 3-oxo-fatty acyl-CoA(4-) arising from deprotonation of the phosphate and diphosphate functions of (14Z,17Z,20Z,23Z,26Z,29Z)-3-oxodotriacontahexaenoyl-CoA. It is a 3-oxo-fatty acyl-CoA(4-), an 11,12-saturated fatty acyl-CoA(4-) and an ultra-long-chain 3-oxoacyl-CoA(4-). It is a conjugate base of a (14Z,17Z,20Z,23Z,26Z,29Z)-3-oxodotriacontahexaenoyl-CoA. CC/C=C\\C/C=C\\C/C=C\\C/C=C\\C/C=C\\C/C=C\\CCCCCCCCCCC(=O)CC(=O)SCCNC(=O)CCNC(=O)[C@@H](C(C)(C)COP(=O)([O-])OP(=O)([O-])OC[C@@H]1[C@H]([C@H]([C@@H](O1)N2C=NC3=C(N=CN=C32)N)O)OP(=O)([O-])[O-])O